8-chloro-N-(2,2-difluoroethyl)-N-(3-fluoro-5-((1-methylcyclopropyl)ethynyl)phenyl)-[1,2,4]triazolo[4,3-a]quinazolin-5-amine ClC1=CC=C2C(=NC=3N(C2=C1)C=NN3)N(C3=CC(=CC(=C3)C#CC3(CC3)C)F)CC(F)F